N1(CCCCC1)CC=1C=C(C=CC1)B(O)O 3-(PIPERIDIN-1-YLMETHYL)PHENYLBORONIC ACID